C(CCC)NC1=NN2C(C=C(C=C2)C=2C=C3C(=NC(=NC3=CC2)C)C(=O)N[C@@H](C)C2=CC=CC=C2)=N1 (S)-6-(2-butylamino-[1,2,4]triazolo[1,5-a]pyridin-7-yl)-2-methyl-N-(1-phenylethyl)quinazoline-4-carboxamide